8-(4-(difluoromethoxy)phenyl)-2-ethoxy-6-(1-methyl-2-((pyridin-3-yloxy)methyl)-1H-benzo[d]imidazol-6-yl)pyrido[2,3-d]pyrimidin-7(8H)-one FC(OC1=CC=C(C=C1)N1C(C(=CC2=C1N=C(N=C2)OCC)C=2C=CC1=C(N(C(=N1)COC=1C=NC=CC1)C)C2)=O)F